C1(CCC1)NCCC1=CC=C(CN2C(=C(C3=CC(=CC=C23)O)F)C2=C(C=CC=C2)C)C=C1 1-(4-(2-(cyclobutylamino)ethyl)benzyl)-3-fluoro-2-(o-tolyl)-1H-indol-5-ol